ClC1=NC=2CN(CCC2C=C1)C 2-chloro-7-methyl-5,6,7,8-tetrahydro-1,7-naphthyridine